BrCCCCCCCCCC(=O)Cl bromodecanoyl chloride